NC[C@H](C)O (s)-1-aminopropan-2-ol